(R)-6-((1,1-difluoro-5-azaspiro[2.3]hexan-5-yl)methyl)-2-(3-(3-(fluoro(4-methyl-4H-1,2,4-triazol-3-yl)methyl)oxetan-3-yl)phenyl)-4-(trifluoromethyl)isoindolin-1-one FC1(CC12CN(C2)CC2=CC(=C1CN(C(C1=C2)=O)C2=CC(=CC=C2)C2(COC2)[C@H](C2=NN=CN2C)F)C(F)(F)F)F